NC1=C(C=CC(=C1)OC(F)(F)F)C(=O)N1CCC(CC1)C1=C2C(=NC=C1)NC(=N2)C2COC(CC2)(C)C [2-amino-4-(trifluoromethoxy)phenyl]-[4-[2-(6,6-dimethyltetrahydropyran-3-yl)-3H-imidazo[4,5-b]pyridin-7-yl]-1-piperidyl]methanone